BrC1=CC=CC(=N1)NC(=O)[C@H]1N(C[C@@H](C1)F)C(CN1N=C(C2=CC(=CC=C12)C1=CN=NC=C1)C(=O)N)=O 1-(2-((2S,4R)-2-(6-bromopyridin-2-ylcarbamoyl)-4-fluoropyrrolidin-1-yl)-2-oxoethyl)-5-(pyridazin-4-yl)-1H-indazole-3-carboxamide